(3-ethyl-2,5-dimethoxybicyclo[4.2.0]octa-1,3,5-trien-7-yl)methanamine C(C)C=1C(=C2CC(C2=C(C1)OC)CN)OC